N[C@H]1CN(C[C@H]1COC)C1=NC=2CC[C@@H](CC2C=C1)NC(=O)C=1C=C2C(=NC1)N(C=C2)CC N-[(6S)-2-[(3R,4R)-3-amino-4-(methoxymethyl)pyrrolidin-1-yl]-5,6,7,8-tetrahydroquinolin-6-yl]-1-ethyl-1H-pyrrolo[2,3-b]pyridine-5-carboxamide